C(C)(C)(C)OC(=O)N1C[C@H](CC1)[C@@H](C(=O)OC(C)(C)C)CC1=CC(=CC=C1)OCC(=O)OCC1=CC=CC=C1 (R)-3-((S)-3-(3-(2-(benzyloxy)-2-oxoethoxy)phenyl)-1-(tert-butoxy)-1-oxopropane-2-yl)pyrrolidine-1-carboxylic acid tert-butyl ester